bromo-2,5,6-trifluorophenol BrC=1C(=C(C(=C(C1)F)F)O)F